2-(methoxymethyl)-1,3-dioxolane COCC1OCCO1